(S)-6-(2-amino-4-methylthiazol-5-yl)-2-(1-cyclopropylethyl)-4-(2-oxo-7-azaspiro[3.5]non-7-yl)-1,2-dihydro-3H-pyrrolo[3,4-c]pyridin-3-one NC=1SC(=C(N1)C)C1=CC2=C(C(=N1)N1CCC3(CC(C3)=O)CC1)C(N(C2)[C@@H](C)C2CC2)=O